5-bromo-N2-(2-methoxy-5-methyl-4-(4-(4-methylpiperazin-1-yl)piperidin-1-yl)phenyl)-N4-(2-(prop-1-en-2-yl)phenyl)pyrimidine-2,4-diamine BrC=1C(=NC(=NC1)NC1=C(C=C(C(=C1)C)N1CCC(CC1)N1CCN(CC1)C)OC)NC1=C(C=CC=C1)C(=C)C